1-(isoquinolin-5-yl)ethanone C1=NC=CC2=C(C=CC=C12)C(C)=O